(R)-N-(2-methoxypropyl)-4-(5,6,7,8-tetrahydro-1,8-naphthyridin-2-yl)butanamide CO[C@@H](CNC(CCCC1=NC=2NCCCC2C=C1)=O)C